C1(=CC=CC=C1)[Si]1(C2=CC=CC=C2NC=2C=CC=CC12)C1=CC=CC=C1 5,10-Dihydro-10,10-diphenylphenazasiline